ClCCC=1C=CC=C2C=NNC12 7-(2-chloroethyl)-1H-indazole